N-(3-ethyl-4-nitro-1H-pyrazol-5-yl)acetamide C(C)C1=NNC(=C1[N+](=O)[O-])NC(C)=O